3-cyclopropyl-4-(trifluoromethyl)-1-((3-(trifluoromethyl)bicyclo[1.1.1]pentan-1-yl)methyl)-1H-pyrazole-5-carboxylic acid C1(CC1)C1=NN(C(=C1C(F)(F)F)C(=O)O)CC12CC(C1)(C2)C(F)(F)F